C(C)C1(CN=C(C2=NC=C(N=C21)NC2CCOCC2)N)N2CCN(CC2)C 8-Ethyl-8-(4-methylpiperazin-1-yl)-N2-(tetrahydro-2H-pyran-4-yl)pyrido[3,4-b]pyrazine-2,5-diamine